(S)-N-(7-(2-(1-amino-2-(3,5-difluorophenyl)ethyl)-7-(3,3-difluorobutoxy)-4-oxopyrido[2,3-d]pyrimidin-3(4H)-yl)-4-chloro-1-methyl-1H-indazol-3-yl)methanesulfonamide N[C@@H](CC1=CC(=CC(=C1)F)F)C=1N(C(C2=C(N1)N=C(C=C2)OCCC(C)(F)F)=O)C=2C=CC(=C1C(=NN(C21)C)NS(=O)(=O)C)Cl